FC1=C(C=C(C=C1)F)[C@H]1N(CC[C@@H](C1)N(C(C(F)(F)F)=O)CC)C(=O)OC(C)(C)C tert-butyl (2S,4S)-2-(2,5-difluorophenyl)-4-(N-ethyl-2,2,2-trifluoroacetamido)piperidine-1-carboxylate